3-CYCLOHEXYLPROPIONALDEHYDE C1(CCCCC1)CCC=O